1-(3-(1-(2,4-difluorophenyl)-2,2,2-trifluoroethyl)ureido)cyclopropane-1-carboxylic acid FC1=C(C=CC(=C1)F)C(C(F)(F)F)NC(NC1(CC1)C(=O)O)=O